Cl.ClC1=NN2C(C(=N1)C=1C=C(C=C3C=CN(C13)CC1(CCNCC1)F)Cl)=CC(=C2)CN2C(NC=CC2=O)=O 3-((2-chloro-4-(5-chloro-1-((4-fluoropiperidin-4-yl)methyl)-1H-indol-7-yl)pyrrolo[2,1-f][1,2,4]triazin-6-yl)methyl)pyrimidine-2,4(1H,3H)-dione hydrochloride